N-(5-(4-((1-(4-aminophenyl)-4-oxo-1,4-dihydro-5H-pyrazolo[3,4-d]pyrimidin-5-yl)methyl)-4-hydroxypiperidin-1-yl)-4-benzyl-5-oxopentyl)-4-chloroquinoline-7-carboxamide NC1=CC=C(C=C1)N1N=CC2=C1N=CN(C2=O)CC2(CCN(CC2)C(C(CCCNC(=O)C2=CC=C1C(=CC=NC1=C2)Cl)CC2=CC=CC=C2)=O)O